6-(6-Azaspiro[2.5]octan-6-yl)pyrido[3,2-e]pyrrolo[1,2-a]pyrazine-3-carboxylic acid C1CC12CCN(CC2)C=2C=1N(C3=C(N2)C=C(C=N3)C(=O)O)C=CC1